C(C=C)OCCCCCCCCCCC[Si](OC)(OC)OC 11-allyloxyundecyltrimethoxysilane